ClC1=C(C(=NC=C1)CC(=O)N)OC (4-chloro-3-methoxypyridin-2-yl)acetamide